BrC(C(=O)C1=C(C=CC=C1)OC)CCOC 2-bromo-4-methoxy-1-(2-methoxyphenyl)butan-1-one